FC(CN1C[C@H](N(CC1)CC1=C2C=CNC2=C(C=C1OC)C)C1=CC=C(C(=O)O)C=C1)F |r| (±)-4-(4-(2,2-difluoroethyl)-1-((5-methoxy-7-methyl-1H-indol-4-yl)methyl)piperazin-2-yl)benzoic acid